tert-butyl 3-(3,3,3-trifluoro-2-methyl-2-(((methylsulfonyl)oxy)methyl)propoxy)-1H-pyrazole-1-carboxylate FC(C(COC1=NN(C=C1)C(=O)OC(C)(C)C)(COS(=O)(=O)C)C)(F)F